CC1(C[C@H]2CN([C@@H]([C@@H]12)C(=O)OCC1=CC=CC=C1)C(=O)OC(C)(C)C)C 2-benzyl 3-(tert-butyl) (1R,2S,5R)-7,7-dimethyl-3-azabicyclo[3.2.0]heptane-2,3-dicarboxylate